lithium 3-(4-chloro-3-fluorophenyl)-1-(2-(2-oxopyrrolidin-1-yl)ethyl)-1H-pyrrolo[2,3-b]pyridine-6-carboxylate ClC1=C(C=C(C=C1)C1=CN(C2=NC(=CC=C21)C(=O)[O-])CCN2C(CCC2)=O)F.[Li+]